ClC=1C=C(C=CC1)C(CC1=CC(=CC=C1)Cl)N(C([O-])=O)[C@H](C(=O)N[C@@H](C[C@H]1C(NCC1)=O)C(C(=O)NC1CC1)=O)CC(C)C 1,2-bis(3-chlorophenyl)ethyl((S)-1-(((S)-4-(cyclopropylamino)-3,4-dioxo-1-((S)-2-oxopyrrolidin-3-yl)butan-2-yl)amino)-4-methyl-1-oxopentan-2-yl)carbamate